n-octacosane CCCCCCCCCCCCCCCCCCCCCCCCCCCC